N-(5-(difluoromethoxy)-1H-pyrazol-3-yl)-1-(1-(pyridazin-3-yl)ethyl)-1H-pyrazolo[3,4-b]Pyrazin-6-amine FC(OC1=CC(=NN1)NC1=CN=C2C(=N1)N(N=C2)C(C)C=2N=NC=CC2)F